C1(=CC=CC=C1)N1C(=CC(=C1)C1=CC=CC=C1)C1=CC=CC=C1 1,2,4-triphenylazole